5-(4-cyclopropyl-2-fluorophenyl)-N-[(3S)-9-fluoro-2-oxo-5-phenyl-1,3-dihydro-1,4-benzodiazepine-3-yl]-1-(oxacyclohex-4-yl)pyrazole-4-carboxamide C1(CC1)C1=CC(=C(C=C1)C1=C(C=NN1C1CCOCC1)C(=O)N[C@@H]1C(NC2=C(C(=N1)C1=CC=CC=C1)C=CC=C2F)=O)F